(2S,3S,5R)-benzhydryl 3-((3,4-bis(benzyloxy) benzamido) methyl)-3-methyl-7-oxo-4-thia-1-azabicyclo[3.2.0]Heptane-2-carboxylate C(C1=CC=CC=C1)OC=1C=C(C(=O)NC[C@]2([C@@H](N3C(C[C@H]3S2)=O)C(=O)OC(C2=CC=CC=C2)C2=CC=CC=C2)C)C=CC1OCC1=CC=CC=C1